ClC1=C(C(N(C(N1CC#CC1=CC(=C(C=C1)NC(C1=CC=CC=C1)=O)O)=O)C)=O)NC(CCC1=CC=C(C=C1)C)=O N-(4-(3-(6-chloro-3-methyl-2,4-dioxo-5-(3-(p-tolyl)propanamido)-3,4-dihydropyrimidin-1(2H)-yl)prop-1-yn-1-yl)-2-hydroxyphenyl)benzamide